1-(2-chloropyridin-3-yl)-1H-pyrazol-3-amine ClC1=NC=CC=C1N1N=C(C=C1)N